(R)-N-(3-(1-((2-amino-5-chloropyridin-3-yl)oxy)ethyl)-phenyl)-3-cyclopropylbenzamide NC1=NC=C(C=C1O[C@H](C)C=1C=C(C=CC1)NC(C1=CC(=CC=C1)C1CC1)=O)Cl